OCC=1N=CC2=C(N1)N(C(CC2)=O)C=2C=NC(=CC2)N2CCOCC2 (hydroxymethyl)-8-(6-morpholino-3-pyridyl)-5,6-dihydropyrido[2,3-d]pyrimidin-7-one